CS(=O)(=O)C1=C(C(=CC=C1)C1=CC=CC=C1)O methanesulfonyl-[1,1'-biphenyl]-2-ol